(5S)-3-((2-((S)-(((benzyloxy)carbonyl)amino)(4,4-difluorocyclohexyl)methyl)imidazo[1,2-b]pyridazin-7-yl)methyl)-2-oxo-5-(trifluoromethyl)pyrrolidine-3-carboxylic acid C(C1=CC=CC=C1)OC(=O)N[C@H](C=1N=C2N(N=CC(=C2)CC2(C(N[C@@H](C2)C(F)(F)F)=O)C(=O)O)C1)C1CCC(CC1)(F)F